4-[4-(4-chlorophenyl)-5-methyl-1H-pyrazol-3-yl]benzene-1,3-diol ClC1=CC=C(C=C1)C=1C(=NNC1C)C1=C(C=C(C=C1)O)O